N,N-bis-tert-butoxycarbonyl-4-methyl-5-(1-cyclobutylpyrazol-4-yl)-1,3-thiazol-2-amine C(C)(C)(C)OC(=O)N(C=1SC(=C(N1)C)C=1C=NN(C1)C1CCC1)C(=O)OC(C)(C)C